F[C@@H]1[C@H]2CCC[C@@H](C[C@@H]1OC1=CC=C(N=N1)C1=C(C=C(C=C1)C1=CN=NC=C1)O)N2 2-(6-(((1r,2r,3s,5s)-2-fluoro-9-azabicyclo[3.3.1]non-3-yl)oxy)pyridazin-3-yl)-5-(pyridazin-4-yl)phenol